Z-benzo[g]indazole N1N=CC2=CC=C3C(=C12)C=CC=C3